6-(1-(2,6-bis(benzyloxy)pyridin-3-yl)-3-methyl-2-oxo-2,3-dihydro-1H-benzo[d]imidazol-5-yl)-1-methyl-1H-indole-3-carboxylic acid C(C1=CC=CC=C1)OC1=NC(=CC=C1N1C(N(C2=C1C=CC(=C2)C2=CC=C1C(=CN(C1=C2)C)C(=O)O)C)=O)OCC2=CC=CC=C2